CC1=C(C(=CC(=C1)C)C)S(=O)(=O)NC=1C=C(C=CC1)C 2,4,6-trimethyl-N-(m-tolyl)benzenesulfonamide